COC1=NC=NN2C1=C(C=C2)C=2C=C1C(=NC2)N=C(N1CC1=NC(=NO1)C)C 6-(4-methoxypyrrolo[2,1-f][1,2,4]triazin-5-yl)-2-methyl-1-((3-methyl-1,2,4-oxadiazol-5-yl)methyl)-1H-imidazo[4,5-b]pyridine